NC=1C2=C(N=CN1)N(C=C2)C2C=C(C(C2O)O)COC=2C=C(C(=C1CCNCC21)F)C(F)F 5-(4-amino-7H-pyrrolo[2,3-d]pyrimidin-7-yl)-3-(((6-(difluoromethyl)-5-fluoro-1,2,3,4-tetrahydroisoquinolin-8-yl)oxy)methyl)cyclopent-3-ene-1,2-diol